1-Bromopropan-2-one-1,1,3,3,3-d5 BrC(C(C([2H])([2H])[2H])=O)([2H])[2H]